N-(2-chloro-3-((3,5-dimethyl-4-oxo-3,4-dihydroquinazolin-6-yl)amino)-4-fluorophenyl)-3-fluoropropane-1-sulfonamide ClC1=C(C=CC(=C1NC=1C(=C2C(N(C=NC2=CC1)C)=O)C)F)NS(=O)(=O)CCCF